2-(4-(2-((4-(Bis(2-hydroxytetradecyl)amino)butyl)disulfaneyl)ethyl)piperazin-1-yl)ethyl 5-(bis((9Z,12Z,15Z)-2-hydroxyoctadeca-9,12,15-trien-1-yl)amino)pentanoate OC(CN(CCCCC(=O)OCCN1CCN(CC1)CCSSCCCCN(CC(CCCCCCCCCCCC)O)CC(CCCCCCCCCCCC)O)CC(CCCCCC\C=C/C\C=C/C\C=C/CC)O)CCCCCC\C=C/C\C=C/C\C=C/CC